FC(C1(CC1)C1=CC=C(C=C1)C=1C=2N(C3=CC=C(C=C3N1)C(=O)OC)C=CC2)(F)F Methyl 4-(4-(1-(trifluoromethyl)cyclopropyl)phenyl)pyrrolo[1,2-a]quinoxaline-7-carboxylate